FC1=C(CNC2=NN=C3N2C=CC=C3)C=CC(=C1)C1=C3C(=NC=C1)NC(=N3)C=3C=NN(C3)C N-(2-Fluoro-4-(2-(1-methyl-1H-pyrazol-4-yl)-3H-imidazo[4,5-b]pyridin-7-yl)benzyl)-[1,2,4]triazolo[4,3-a]pyridin-3-amine